FC1(CN(C1)C1=NC=C(C(=O)NC=2C=NC(=NC2)N2[C@H](CN(CC2)C2=NC=CC(=C2)F)C)C=C1)F (S)-6-(3,3-difluoroazetidin-1-yl)-N-(2-(4-(4-fluoropyridin-2-yl)-2-methylpiperazin-1-yl)pyrimidin-5-yl)nicotinamide